6-(5-oxo-5,7-dihydrofuro[3,4-b]pyridin-3-yl)picolinonitrile O=C1OCC2=NC=C(C=C21)C2=CC=CC(=N2)C#N